N-(4-((6-methyl-2-(trifluoromethyl)-5,6-dihydrobenzo[h][1,6]naphthyridin-7-yl-5,5-d2)amino)-5-(propanoyl-3,3,3-d3)pyridin-2-yl)cyclopropanecarboxamide CN1C(C=2C=CC(=NC2C2=C1C(=CC=C2)NC2=CC(=NC=C2C(CC([2H])([2H])[2H])=O)NC(=O)C2CC2)C(F)(F)F)([2H])[2H]